C(C)N(C(O)=O)CC.CC1=CC=CC(=C1)C 2,4-dimethylbenzene diethylcarbamate